6-[(2R,4S)-4-fluoro-2-[3-fluoro-5-(methylsulfanyl)phenyl]pyrrolidin-1-yl]-N-{1-[(3-hydroxyphenyl)methyl]piperidin-4-yl}imidazo[1,2-b]pyridazine-3-carboxamide F[C@H]1C[C@@H](N(C1)C=1C=CC=2N(N1)C(=CN2)C(=O)NC2CCN(CC2)CC2=CC(=CC=C2)O)C2=CC(=CC(=C2)SC)F